(4S)-7-(3,5-dimethylisoxazol-4-yl)-4-pyridin-2-yl-2-(1,2,5,6-tetrahydropyridin-3-yl)-4,5-dihydroimidazo[1,5,4-de][1,4]benzoxazine CC1=NOC(=C1C1=CC=C2C=3N([C@H](COC31)C3=NC=CC=C3)C(=N2)C=2CNCCC2)C